OC1=C(C=CC=C1)C1=CC2=C(NC=3CC[C@@H](CC23)C(=O)[O-])N=N1 (S)-3-(2-hydroxyphenyl)-6,7,8,9-tetrahydro-5H-pyridazino[3,4-b]indole-6-carboxylate